O.C(=O)(O)C1=CC=C(C=C1)CCN(CCC1=C(C=CC=C1)OCC1=C(C=C(C=C1)C1=CC=C(C=C1)C(F)(F)F)Cl)C=1C(=NC=2CCCCC2C1)C(=O)O (5S)-{[2-(4-Carboxyphenyl)ethyl][2-(2-{[3-chloro-4'-(trifluoromethyl)biphenyl-4-yl]methoxy}phenyl)-ethyl]amino}-5,6,7,8-tetrahydroquinoline-2-carboxylic acid monohydrate